C(CCCCCCCCC)OCCCN decyloxypropylamine